octylene sulfide C1CCCCCCCS1